NC(COC1=NC(=NC(=C1)C1=C(C=CC=C1C)C)NS(=O)(=O)C=1C=C(C(=O)O)C=CC1)CCC(C)(C)C 3-[[4-(2-amino-5,5-dimethyl-hexoxy)-6-(2,6-dimethylphenyl)pyrimidin-2-yl]sulfamoyl]benzoic acid